C(C)(C)(C)OC(=O)N1CC2(CN(C3=C2N=CN=C3N)C=3C=CC2=C(N=C(O2)N)C3)C1 tert-butyl-4'-amino-5'-(2-aminobenzo[d]oxazol-5-yl)-5',6'-dihydrospiro[azetidine-3,7'-pyrrolo[3,2-d]pyrimidine]-1-carboxylate